ClC1=C(C(=CC=C1Cl)F)[C@]1(CN(CC1)C(=O)OC(C)(C)C)NC1=NC=2C(N(C=CC2C=C1)C)=O tert-butyl (R)-3-(2,3-dichloro-6-fluorophenyl)-3-(7-methyl-8-oxo-1,7-diaza-2-naphthylamino)-1-pyrrolidinecarboxylate